C1(CC1)C=1C=C2C(=NC(=NC2=C(C1C1=C2C=NN(C2=CC(=C1C)F)C1OCCCC1)O)OC1CCOCC1)N1C2CN(C(C1)C2)C(=O)[O-] 5-{6-cyclopropyl-7-[6-fluoro-5-methyl-1-(oxan-2-yl)-1H-indazol-4-yl]-8-hydroxy-2-[(oxan-4-yl) oxy] quinazolin-4-yl}-2,5-diazabicyclo[2.2.1]heptane-2-carboxylate